FC=1C(=C(C=CC1F)[C@H]1[C@@H](O[C@]([C@H]1OC)(C(F)(F)F)C)C=1NC2=CC=NC=C2C(C1)=O)C 2-((2R,3S,4S,5R)-3-(3,4-difluoro-2-methylphenyl)-4-methoxy-5-methyl-5-(trifluoromethyl)tetrahydrofuran-2-yl)-1,6-naphthyridin-4(1H)-one